Tert-butyl {(1R)-1-[6-(trifluoromethyl)pyridin-3-yl]ethyl}carbamate FC(C1=CC=C(C=N1)[C@@H](C)NC(OC(C)(C)C)=O)(F)F